BrC=1C(=NC=CC1)CC1N(C(C2=CC=C(C=C12)C1CC1)=O)CC1=CC2=C(NC(O2)=O)C=C1 6-((3-((3-bromopyridin-2-yl)methyl)-5-cyclopropyl-1-oxoisoindolin-2-yl)methyl)benzo[d]oxazol-2(3H)-one